C1(CCCC1)SC=1N(C(=C(N1)/C=C/C(=O)OC)COC1=CC(=C(C=C1)C#CCOC1OCCCC1)C)C=1C=NC=CC1 Methyl (E)-3-(2-(cyclopentylthio)-5-((3-methyl-4-(3-((tetrahydro-2H-pyran-2-yl)oxy)prop-1-yn-1-yl)phenoxy)methyl)-1-(pyridin-3-yl)-1H-imidazol-4-yl)acrylate